BrC1=C(C=CC=C1)NC1=C(C=CC=C1)N (2-bromophenyl)-1,2-phenylenediamine